2-(2,6-dioxopiperidin-3-yl)-4-((4-(piperidin-4-yl)piperazin-1-yl)methyl)isoindoline-1,3-dione O=C1NC(CCC1N1C(C2=CC=CC(=C2C1=O)CN1CCN(CC1)C1CCNCC1)=O)=O